C(CCCCCCCCCCC)C(C(=C(CCC)C(OP(OC[C@@H](CO)O)(=O)[O-])C[N+](C)(C)C)CCCCCCCCCCCC)=O 1,2-didodecylhexaenoyl-sn-glycero-3-phosphocholine